FC(CC[C@H]1N(S(C2=C(N(C1)C1=CC=C(C=C1)F)C=C(C(=C2)OC)C(F)F)(=O)=O)C)(C)F (R)-3-(3,3-difluorobutyl)-7-(difluoromethyl)-5-(4-fluorophenyl)-8-methoxy-2-methyl-2,3,4,5-tetrahydrobenzo[f][1,2,5]thiadiazepine 1,1-dioxide